12-octadecene-1-yl-1,3-dioxolan-4-ethylamine C(CCCCCCCCCCC=CCCCCC)C1OCC(O1)CCN